N7-indan-2-yl-2-propyl-pyrazolo[1,5-a]pyrimidine-3,7-dicarboxamide C1C(CC2=CC=CC=C12)NC(=O)C1=CC=NC=2N1N=C(C2C(=O)N)CCC